N2-(4-(2,4-dimethyloxazol-5-yl)-2-ethoxyphenyl)-6-methyl-N8-neopentylpyrido[3,4-d]pyrimidine-2,8-diamine CC=1OC(=C(N1)C)C1=CC(=C(C=C1)NC=1N=CC2=C(N1)C(=NC(=C2)C)NCC(C)(C)C)OCC